(1S)-Indole N1C=CC2=CC=CC=C12